(R)-N-(3,3-difluoro-1-(3-methyl-oxetan-3-yl)piperidin-4-yl)-5-(1-ethyl-1H-benzo[d][1,2,3]triazol-6-yl)-4-methoxypyrrolo[2,1-f][1,2,4]triazin-2-amine FC1(CN(CC[C@H]1NC1=NN2C(C(=N1)OC)=C(C=C2)C=2C=CC1=C(N(N=N1)CC)C2)C2(COC2)C)F